ClC=1C=C(C=C(C1OC=1C=C2C(=CNC2=CC1)CC(C)C)Cl)N1N=C(C(NC1=O)=O)C#N 2-(3,5-dichloro-4-[[3-(2-methylpropyl)-1H-indol-5-yl]oxy]phenyl)-3,5-dioxo-4H-1,2,4-triazine-6-carbonitrile